CC1=NN(C2=NC=3CCC=CC3C(=C21)C2=CC=CC=C2)C2=CC=CC=C2 7,8-dihydro-3-methyl-1,4-diphenyl-1H-pyrazolo[3,4-b]quinoline